CS(=O)(=O)C1=CC=C(C=C1)C1=CC=C2C(=N1)NC=C2 6-(4-methanesulfonylphenyl)-1H-pyrrolo[2,3-b]pyridine